(2R,5R,8S)-4,4,8-trimethyltricyclo[6.3.1.02,5]dodecan-1-yl acetate C(C)(=O)OC12[C@@H]3CC([C@@H]3CC[C@](CCC1)(C2)C)(C)C